2-(2-chlorophenyl)-N-[6-(3,4-difluorophenylamino)pyridazin-4-yl]acetamide ClC1=C(C=CC=C1)CC(=O)NC1=CN=NC(=C1)NC1=CC(=C(C=C1)F)F